[6-(2-methylphenoxy)-3,4-dihydronaphthalen-1-yl]methylamine, hydrochloride Cl.CC1=C(OC=2C=C3CCC=C(C3=CC2)CN)C=CC=C1